BrC=1C=C2N=CC(NC2=CC1F)=O 6-bromo-7-fluoroquinoxalin-2(1H)-one